N-chloroacetyl-L-alanine ClCC(=O)N[C@@H](C)C(=O)O